ethyl 2-amino-4,5,6,7-tetrahydrobenzo[d]thiazole-4-carboxylate NC=1SC2=C(N1)C(CCC2)C(=O)OCC